3-bromo-N,N-dimethyl-5,6,7,8-tetrahydro-4H-pyrazolo[1,5-a][1,4]diazepine-2-carboxamide BrC=1C(=NN2C1CNCCC2)C(=O)N(C)C